prop-2-yn-1-yl 2-mercaptoacetate SCC(=O)OCC#C